N[C@H]1CC=CC[C@@H]1C1=C(C2=NC(=CC(=C2S1)NCC1=CC=NC=C1)Cl)Br 2-((1s,6s)-6-aminocyclohex-3-en-1-yl)-3-bromo-5-chloro-N-(pyridin-4-ylmethyl)thieno[3,2-b]pyridin-7-amine